tert-butyl (3R,4S)-4-(4-methoxyphenyl)-3-methylpiperidine-1-carboxylate COC1=CC=C(C=C1)[C@@H]1[C@H](CN(CC1)C(=O)OC(C)(C)C)C